2,2,5-trimethyl-5-(4-(2,2,2-trifluoroethoxy)phenyl)pyrrolidine CC1(NC(CC1)(C1=CC=C(C=C1)OCC(F)(F)F)C)C